C(C)(C)(C)OC(COC1=C(C(=O)O)C=CC(=C1)CCCCCCCC)=O 2-(2-(tert-butoxy)-2-oxoethoxy)-4-octylbenzoic acid